N1N=CC2=CC(=CC=C12)NC(=O)C=1N=CN2C1N=C(C=C2C)C N-(1H-INDAZOL-5-YL)-2,4-DIMETHYLIMIDAZO[1,5-a]PYRIMIDINE-8-CARBOXAMIDE